(2S,4R)-1-{4-[(1-acetylazetidin-3-yl)oxy]benzoyl}-4-fluoro-N-[(S)-phenyl[4-(propan-2-yl)phenyl]methyl]pyrrolidine-2-carboxamide sodium [Na].C(C)(=O)N1CC(C1)OC1=CC=C(C(=O)N2[C@@H](C[C@H](C2)F)C(=O)N[C@H](C2=CC=C(C=C2)C(C)C)C2=CC=CC=C2)C=C1